BrC=1C=C(C2=C(N(C(=N2)C2=CC=C(C=C2)S(=O)(=O)C)C)C1)[N+](=O)[O-] 6-bromo-1-methyl-2-(4-(methylsulfonyl)phenyl)-4-nitro-1H-benzo[d]imidazole